N1CCC12CN(C2)C=2C=CC=1N=CN=C(C1N2)NC2=CC(=C(C=C2)F)F 6-(1,6-diazaspiro[3.3]heptan-6-yl)-N-(3,4-difluorophenyl)pyrido[3,2-d]pyrimidin-4-amine